butyl di-(1-octyl) phosphate P(=O)(OCCCC)(OCCCCCCCC)OCCCCCCCC